ClC1=CC=C2C(=C(N(C2=C1C=1C=NN2C1N=CC=C2)CCN2CCNCC2)C(=O)O)CCCOC2=CC=CC1=CC(=CC=C21)F 6-chloro-3-(3-((6-fluoronaphthalen-1-yl)oxy)propyl)-1-(2-(piperazin-1-yl)ethyl)-7-(pyrazolo[1,5-a]pyrimidin-3-yl)-1H-indole-2-carboxylic acid